C1(CCC1)C1=C(C=C(C(=O)N2CCC(CC2)C2=CC=C(C#N)C=C2)C=C1)C1=CN=C(N1)C 4-(1-(4-cyclobutyl-3-(2-methyl-1H-imidazol-5-yl)benzoyl)piperidin-4-yl)benzonitrile